NC1=NC=2C(=CC(=CC2C=2N1N=C(N2)[C@@H]2CC[C@@H](N(C2)C(=O)C2CC(C2)(C)O)C)F)F ((2S,5R)-5-(5-amino-7,9-difluoro-[1,2,4]triazolo[1,5-c]quinazolin-2-yl)-2-methylpiperidin-1-yl)((1S,3R)-3-hydroxy-3-methylcyclobutyl)methanone